CC1(N(CCC1)C(=O)OC1CCCC1)C cyclopentyl 2,2-dimethylpyrrolidine-1-carboxylate